N-(7-chloro-6-(4-((3R,4R)-4-hydroxy-3-methyltetrahydrofuran-3-yl)piperazin-1-yl)isoquinolin-3-yl)-3-methoxypropanamide ClC1=C(C=C2C=C(N=CC2=C1)NC(CCOC)=O)N1CCN(CC1)[C@@]1(COC[C@@H]1O)C